FC(/C(=C(/C(F)(F)F)\C)/F)(F)F (Z)-1,1,1,2,4,4,4-heptafluoro-3-methylbut-2-ene